ethyl 6-chloro-4-oxo-1,4-dihydroquinoline-3-carboxylate ClC=1C=C2C(C(=CNC2=CC1)C(=O)OCC)=O